((((1S)-7,7-Dimethyl-2-oxobicyclo[2.2.1]heptan-1-yl)methyl)sulfonyl)-2-(4-fluoro-2-isopropyl-6-(2-methoxypyridin-4-yl)phenyl)acetamide, potassium salt [K+].CC1([C@@]2(C(CC1CC2)=O)CS(=O)(=O)C(C(=O)[NH-])C2=C(C=C(C=C2C2=CC(=NC=C2)OC)F)C(C)C)C